BrC1=CC(=C(C(=C1)F)[C@H]1N([C@@H](CC2=C1NC1=CC=CC=C21)C)CC(C)(C)F)F (1R,3R)-1-(4-bromo-2,6-difluorophenyl)-2-(2-fluoro-2-methylpropyl)-3-methyl-2,3,4,9-tetrahydro-1H-pyrido[3,4-b]indole